N=1C(CC=C2C=CC=CC12)=O quinoline-2(3H)-one